phosphoinositol phosphate [C@@H]1([C@H]([C@@]([C@@]2([C@]3([C@@]1(OP(=O)(O3)O2)O)O)O)(O)P(=O)=O)O)O